N-[(R)-1-(3,3-difluorocyclobutyl)ethyl]-4-{(3R)-3-fluoro-1,7-diaza-7-spiro[4.4]nonyl}-5-(3,5-difluorophenyl)nicotinamide FC1(CC(C1)[C@@H](C)NC(C1=CN=CC(=C1N1CC2(C[C@H](CN2)F)CC1)C1=CC(=CC(=C1)F)F)=O)F